N-[3-fluoro-4-methyl-5-[(4-pyridin-3-ylpyrimidin-2-yl)amino]phenyl]-4-[(4-methylpiperazin-1-yl)methyl]benzamide FC=1C=C(C=C(C1C)NC1=NC=CC(=N1)C=1C=NC=CC1)NC(C1=CC=C(C=C1)CN1CCN(CC1)C)=O